2-(difluoromethyl)-5-(4-((5-(2-nitrophenyl)-2H-tetrazol-2-yl)methyl)phenyl)-1,3,4-oxadiazole FC(C=1OC(=NN1)C1=CC=C(C=C1)CN1N=C(N=N1)C1=C(C=CC=C1)[N+](=O)[O-])F